C(C)C(C(=O)OCCCC1=C(C=C(C(=C1)F)F)OC)CC1=C(C=C(C(=C1)F)F)OC 3-(4,5-difluoro-2-methoxyphenyl)propan-1-ol Ethyl-3-(4,5-difluoro-2-methoxyphenyl)propionate